(E)-but-2-enylboronic acid C(\C=C\C)B(O)O